(S)-1-methyl-2-((3-(2-oxo-1-(4-vinylphenyl)-1,2-dihydro-3H-imidazo[4,5-b]pyridin-3-yl)pyrrolidin-1-yl)methyl)-1H-imidazole-5-carboxylic acid tert-butyl ester C(C)(C)(C)OC(=O)C1=CN=C(N1C)CN1C[C@H](CC1)N1C(N(C=2C1=NC=CC2)C2=CC=C(C=C2)C=C)=O